6-(4-{1-[(2-Chlorophenyl)methyl]piperidin-4-yl}-1,4-diazepan-1-yl)-N-[3-(1H-imidazol-1-yl)propyl]pyridine-2-carboxamide ClC1=C(C=CC=C1)CN1CCC(CC1)N1CCN(CCC1)C1=CC=CC(=N1)C(=O)NCCCN1C=NC=C1